3-methylsulfonyl-5,6-epoxycholestane CS(=O)(=O)C1CC23C(C[C@H]4[C@@H]5CC[C@H]([C@@H](CCCC(C)C)C)[C@]5(CC[C@@H]4[C@]2(CC1)C)C)O3